4-hydroxybenzotriazole OC1=CC=CC=2NN=NC21